methyl 3-amino-4,5-dihydroxybenzoate hydrochloride Cl.NC=1C=C(C(=O)OC)C=C(C1O)O